FC=1C=C(C=C(C1)OC(F)(F)F)C1=CC=2N(C[C@H]3N(C2N=C1)CCN(C3)CCC(=O)O)S(=O)(=O)C3=CC(=CC=C3)C(F)(F)F (S)-3-(3-(3-fluoro-5-(trifluoromethoxy)phenyl)-5-(3-(trifluoromethyl)phenylsulfonyl)-6a,7,9,10-tetrahydro-5H-pyrazino[1,2-a]pyrido[3,2-e]pyrazin-8(6H)-yl)propionic acid